O1CCN(CC1)CC1=CC=C(C#N)C=C1 4-(morpholinomethyl)benzonitrile